[C@H]12CN(C[C@@H]2NC1)C(=O)OC(C)(C)C tert-butyl (1R,5R)-3,6-diazabicyclo[3.2.0]heptane-3-carboxylate